4-(1-aminoethyl)-cyclohexanecarboxamide NC(C)C1CCC(CC1)C(=O)N